COC(\C=C\CC[C@@H](C(=O)NC=1C(N(C=CC1)CC(=O)NC1C2CC3CC(CC1C3)C2)=O)NC(=O)C=2N=NNC2)=O.C(C)(C)C=2C=C(C=CC2)[Si](OC)(OC)C2=CC(=CC=C2)C(C)C bis(3-isopropylphenyl)-dimethoxysilane (S,E)-methyl-7-(1-(2-(2-adamantylamino)-2-oxoethyl)-2-oxo-1,2-dihydropyridin-3-ylamino)-7-oxo-6-(1H-1,2,3-triazole-4-carboxamido)hept-2-enoate